N-(2-(difluoromethoxy)-6-methylpyridin-3-yl)-3-(2-(tetrahydro-2H-pyran-4-yl)phenyl)azetidine-3-carboxamide FC(OC1=NC(=CC=C1NC(=O)C1(CNC1)C1=C(C=CC=C1)C1CCOCC1)C)F